NC1CC2CCC(C1)N2C=2N(C(C1=C(N2)NN=C1C1=C(C2=CN(N=C2C=C1)C)Cl)=O)C Exo-6-[3-amino-8-azabicyclo[3.2.1]oct-8-yl]-3-(4-chloro-2-methyl-2H-indazol-5-yl)-5-methyl-1H,4H,5H-pyrazolo[3,4-d]pyrimidin-4-one